C(=O)C1(CCC2(OCCO2)CC1)C#N 8-formyl-1,4-dioxaspiro[4.5]decane-8-carbonitrile